Cl.Cl.N1N=CC(=C1)C1=CC=C(C=C1)NC(C(CN)O)=O N-(4-(1H-pyrazol-4-yl)phenyl)-3-amino-2-hydroxypropanamide dihydrochloride